Benzyl {[(3S)-hexahydropyridin-3-yl]amino}methanoate N1C[C@H](CCC1)NC(=O)OCC1=CC=CC=C1